C=1N=CN2C1C1=CC=CC=C1C2C2CCN1C=CC=C1C2=O 7-(5H-imidazo[5,1-a]isoindol-5-yl)-6,7-dihydroindolizin-8(5H)-one